C(C)(C)(C)OC(NCCCNC(=O)OCC1C2=CC=CC=C2C=2C=CC=CC12)=O N-(3-{[(9H-fluoren-9-ylmethoxy)carbonyl]Amino}propyl)carbamic acid tert-butyl ester